C(C)N(C1=C(C(=NC=N1)NCC1(C(CN(CC1)C(C(=O)N)C1=CC=NC=C1)O)O)F)CC1=CC=C(C=C1)C(F)(F)F 2-(4-(((6-(ethyl(4-(trifluoromethyl)benzyl)amino)-5-fluoropyrimidin-4-yl)amino)methyl)-3,4-dihydroxypiperidin-1-yl)-2-(pyridin-4-yl)acetamide